1-bromo-3-fluoro-4-iodobenzene BrC1=CC(=C(C=C1)I)F